O[C@@H]1CC[C@H](CC1)C1=NC(=NC=2NC(C=3C=C(C=CC3C21)CN2CCN(CC2)C)=O)NCCCC(F)(F)F (Trans-4-hydroxycyclohexyl)-8-((4-methylpiperazin-1-yl)methyl)-3-((4,4,4-trifluorobutyl)amino)pyrimido[4,5-c]isoquinolin-6(5H)-one